CC=1C(=NC=2N(C1O)N=CC2)O 6-methylpyrazolo[1,5-a]pyrimidine-5,7-diol